6-(3-Bromo-5-methyl-1H-pyrazol-1-yl)-2-azaspiro[3.3]heptane-2-carboxylate BrC1=NN(C(=C1)C)C1CC2(CN(C2)C(=O)[O-])C1